1-(4-(2-Fluoroallyl)piperazin-1-yl)ethan-1-one FC(CN1CCN(CC1)C(C)=O)=C